ClC1=NN(C=C1C(=O)NC1CCC(CC1)NC1=CC=CC=2N1C=C(N2)C(F)(F)F)C(F)F 3-chloro-1-(difluoromethyl)-N-[(1s,4s)-4-{[2-(trifluoromethyl)imidazo[1,2-a]pyridin-5-yl]amino}cyclohexyl]-1H-pyrazole-4-carboxamide